C[C@H](CCCCCC)N (R)-2-octylamine